[C@H]12OC[C@H](N(C1)C(=O)C1=CC=C(C=C1)C1=CC=3N=CN=C(C3O1)C1=C(C(=NC=C1)C(C)(C)O)F)C2 ((1R,4R)-2-oxa-5-azabicyclo[2.2.1]heptan-5-yl)(4-(4-(3-fluoro-2-(2-hydroxypropan-2-yl)pyridin-4-yl)furo[3,2-d]pyrimidin-6-yl)phenyl)methanone